[K+].C(C=1C(C(=O)[O-])=CC=CC1)(=O)N phthalic acid amide potassium salt